ClC1=NN2C=3C(CCN(C3C=NC2=C1)C1=CC=C(C=C1)[C@@H](C(F)(F)F)NC)C (1S)-1-[4-(4-chloro-13-methyl-2,3,7,10-tetrazatricyclo[7.4.0.02,6]trideca-1(9),3,5,7-tetraen-10-yl)phenyl]-2,2,2-trifluoro-N-methyl-ethanamine